4-(4-bromo-6-cyano-1H-benzo[d]imidazol-1-yl)-3-fluorobut-2-en BrC1=CC(=CC=2N(C=NC21)CC(=CC)F)C#N